[N]1CCOCC1 4λ2-Morpholin